4-methyl-3,5-octanediol ditrimethylphenylglyoxylate CC1=C(C(=C(C=C1)C(C(=O)OC(CC)C(C(CCC)OC(C(=O)C1=C(C(=C(C=C1)C)C)C)=O)C)=O)C)C